FC(C1(CC1)N1C=C(C(=CC1=O)NCCN(C)C)C(=O)OC)F methyl 1-(1-(difluoromethyl)cyclopropyl)-4-((2-(dimethylamino)ethyl)amino)-6-oxo-1,6-dihydropyridine-3-carboxylate